C(C)(=O)OC(C(NCC)=O)[C@@H](NC([C@@H](NC(OC(C(C)C)C(F)(F)C1=CC(=CC=C1)Cl)=O)CC1=CC=CC=C1)=O)C[C@H]1C(NCC1)=O (6S,9S)-9-benzyl-13-((3-chlorophenyl)difluoromethyl)-14-methyl-4,8,11-trioxo-6-(((S)-2-oxopyrrolidin-3-yl)methyl)-12-oxa-3,7,10-triazapentadecane-5-yl acetate